COC([C@@H](N)C1=C(C=CC=C1)Cl)=O (S)-o-chlorophenylglycine methyl ester